C(C1=CC=CC=C1)N(C(C(N)=O)=O)CN1N=CC=C1 N'-benzyl-N'-(pyrazol-1-ylmethyl)oxamide